(ethoxy)trimethylolpropane Triacrylate C(C=C)(=O)O.C(C=C)(=O)O.C(C=C)(=O)O.C(C)OC(C(CO)(CO)CO)C